7-cyclopropyl-1-(imidazo[1,2-a]pyridin-5-yl)-4-(methylamino)pyrido[2,3-d]-pyrimidin-2(1H)-one C1(CC1)C=1C=CC2=C(N(C(N=C2NC)=O)C2=CC=CC=3N2C=CN3)N1